FC=1C=C(C=C(C1)F)C=1C(=NN(C(C1)=O)CC(=O)OC)C(C)C methyl 2-(4-(3,5-difluorophenyl)-3-isopropyl-6-oxopyridazin-1(6H)-yl)acetate